rac-N,N-dibenzyl-1-(8,8-difluoro-1,4-dioxaspiro[4.5]decan-7-yl)methanamine C(C1=CC=CC=C1)N(C[C@H]1CC2(OCCO2)CCC1(F)F)CC1=CC=CC=C1 |r|